N1(N=NC=C1)C[C@H]1O[C@@H]([C@@H]([C@H]([C@H]1O)O)NC1=NC=CC(=N1)C(F)(F)F)OCC=C (2R,3R,4R,5R,6S)-2-((1H-1,2,3-triazol-1-yl)methyl)-6-(allyloxy)-5-((4-(trifluoromethyl)pyrimidin-2-yl)amino)tetrahydro-2H-pyran-3,4-diol